COC1=C(C=CC(=C1)[N+](=O)[O-])NC(C1=CC(=CC=C1)C(F)(F)F)=O N-(2-methoxy-4-nitrophenyl)-3-trifluoromethylbenzamide